CC(C(CC)=O)=CC(CC)C 4,6-dimethyl-4-octen-3-one